N1=C(C=NC=C1)NCC1=CC=C(C=C1)C1=NOC(=N1)C(=O)OC methyl 3-(4-((pyrazin-2-ylamino)methyl)phenyl)-1,2,4-oxadiazole-5-carboxylate